4-((((1R,2R)-2-Hydroxycyclopentyl)amino)methyl)-2-nitro-6-(trifluoromethyl)phenol O[C@H]1[C@@H](CCC1)NCC1=CC(=C(C(=C1)C(F)(F)F)O)[N+](=O)[O-]